O=S1(CC(CC1)NC(=O)C1=CC2=C(N(C(=N2)NC=2SC3=C(N2)C=CC(=C3)OC(F)(F)F)C)C=C1)=O 1-Methyl-2-(6-trifluoromethoxy-benzothiazol-2-ylamino)-1H-benzimidazole-5-carboxylic acid (1,1-dioxo-tetrahydro-1λ6-thiophen-3-yl)-amide